10-methylphenoxazine-2,7-dicarbaldehyde CN1C2=CC=C(C=C2OC=2C=CC(=CC12)C=O)C=O